C(C)OC(=O)C1=C(C2=C(S1)C=CC=C2Cl)CBr 3-(bromomethyl)-4-chlorobenzo[b]thiophene-2-carboxylic acid ethyl ester